(9,9-diphenyl-9H-fluoren-2-yl)boric acid C1(=CC=CC=C1)C1(C2=CC=CC=C2C=2C=CC(=CC12)OB(O)O)C1=CC=CC=C1